OCCCC(C(=O)OC1CC(CCC1C(C)C)C)CCCCCCCCCC Menthol 3-Hydroxypropyldodecanoate